CC(C(C)C)NC(CSC=1OC(=C(N1)C1=CC=CC=C1)C1=CC=CC=C1)=O N-(1,2-dimethylpropyl)-2-(4,5-diphenyloxazol-2-yl)sulfanylacetamide